C(C1=CC=CC=C1)OC1=C(C=O)C=C(C=C1)C=1C(=NC(=NC1)NC1=C(C=C(C=C1)N1CCC(CC1)N1CCN(CC1)C)OC)NC 2-(benzyloxy)-5-[2-({2-methoxy-4-[4-(4-methylpiperazin-1-yl)piperidin-1-yl]phenyl}amino)-4-(methylamino)pyrimidin-5-yl]benzaldehyde